C(C)C(C(C(=O)N)(F)F)C1=C(NC2=C(C=C(C=C12)F)F)C1=CC=C(C=C1)F ethyl-3-[5,7-difluoro-2-(4-fluorophenyl)-1H-indol-3-yl]-2,2-difluoro-propionamide